8-fluoro-7-isopropoxy-2-((1S,4R)-1-methyl-2-oxabicyclo[2.2.1]hept-4-yl)imidazo[1,2-a]pyridine-6-carboxylic acid FC=1C=2N(C=C(C1OC(C)C)C(=O)O)C=C(N2)[C@@]21CO[C@@](CC2)(C1)C